2-methyl-2H-indazole-6-carboxylic acid methyl ester COC(=O)C=1C=CC2=CN(N=C2C1)C